C12CCC(CC1)N2C2=CC1=C(C(=N2)CO)CNC1 6-(7-Azabicyclo[2.2.1]heptane-7-yl)-4-(hydroxymethyl)-2,3-dihydro-1H-pyrrolo[3,4-c]pyridine